[N-]=C=O.CC1=CC(=CC=C1)C 2,6-dimethylbenzene isocyanate